C(#N)C1=C(OC=2C=C3C(N(C=NC3=CC2)C2CC3(C2)CCN(CC3)C(=O)OC(C)(C)C)=O)C(=CC=C1NS(=O)(=O)C1CC1)F tert-butyl 2-[6-[2-cyano-3-(cyclopropylsulfonylamino)-6-fluoro-phenoxy]-4-oxo-quinazolin-3-yl]-7-azaspiro[3.5]nonane-7-carboxylate